ClC1=CC(=C(OC2=NC=C(C=N2)CN2C(OC[C@@H]2C)=O)C=C1)F (4S)-3-{[2-(4-chloro-2-fluorophenoxy)pyrimidin-5-yl]methyl}-4-methyl-1,3-oxazolidine-2-one